B(O)(O)O.C(C)(C)(C)C1=C2C=CC=CC2=C(C2=CC=CC=C12)C1=C(C=CC=C1)CC(O)(C)C(C)(C)O (2-(10-tert-butyl-9-anthryl)phenyl)-pinacol borate